5-(4-(4-(2-(2-aminopyridin-3-yl)-5-(3-chlorophenyl)-3H-imidazo[4,5-b]pyridin-3-yl)benzyl)piperazine-1-carbonyl)-2-hydroxybenzaldehyde NC1=NC=CC=C1C1=NC=2C(=NC(=CC2)C2=CC(=CC=C2)Cl)N1C1=CC=C(CN2CCN(CC2)C(=O)C=2C=CC(=C(C=O)C2)O)C=C1